2-(1-propen-2-yl)benzo[D]oxazole C=C(C)C=1OC2=C(N1)C=CC=C2